tert-Butyl 4-(2-(((2-bromopyridin-4-yl)amino)methyl)-6-cyclopropylimidazo[1,2-a]pyridin-8-yl)piperazine-1-carboxylate BrC1=NC=CC(=C1)NCC=1N=C2N(C=C(C=C2N2CCN(CC2)C(=O)OC(C)(C)C)C2CC2)C1